tert-Butyl 3-(7-bromo-5-methoxybenzo[d]oxazol-2-yl)-3,6-diazabicyclo[3.1.1]heptane-6-carboxylate BrC1=CC(=CC=2N=C(OC21)N2CC1N(C(C2)C1)C(=O)OC(C)(C)C)OC